4-(((di(pyrrolidin-1-yl)methyl)amino)methyl)aniline N1(CCCC1)C(N1CCCC1)NCC1=CC=C(N)C=C1